5-(cyclohexylmethoxy)-4-methyl-6-(4-nitroisoindoline-2-carbonyl)-1,3-phenylenebis(4-methylbenzenesulfonate) C1(CCCCC1)COC=1C(=C(C=C(C1C(=O)N1CC2=CC=CC(=C2C1)[N+](=O)[O-])C1=C(C=CC(=C1)C)S(=O)(=O)[O-])C1=C(C=CC(=C1)C)S(=O)(=O)[O-])C